(5R,5R)-5,5'-diphenyl-4,4',5,5'-tetrahydro-2,2'-bioxazole C1(=CC=CC=C1)[C@@H]1CN=C(O1)C=1OC(CN1)C1=CC=CC=C1